tert-butyl 3-chloro-2-(methylsulfonyloxymethyl)-4,5,7,8-tetrahydropyrazolo[1,5-d][1,4]diazepine-6-carboxylate ClC=1C(=NN2CCN(CCC21)C(=O)OC(C)(C)C)COS(=O)(=O)C